N1CC(C1)N1N=CC(=C1)C=1C2=C(N=C(N1)N1[C@H](CC1)C)C(CC2)(F)F (S)-4-(1-(azetidin-3-yl)-1H-pyrazol-4-yl)-7,7-difluoro-2-(2-methylazetidin-1-yl)-6,7-dihydro-5H-cyclopenta[d]pyrimidine